ethyl 2-chloro-4-((1,1-dimethylsilinan-4-yl)amino)pyrimidine-5-carboxylate ClC1=NC=C(C(=N1)NC1CC[Si](CC1)(C)C)C(=O)OCC